N-(6-hydroxy-2-methoxypyridin-3-yl)-7-methoxy-2-(tetrahydro-2H-pyran-4-yl)imidazo[1,2-a]pyridine-6-carboxamide OC1=CC=C(C(=N1)OC)NC(=O)C=1C(=CC=2N(C1)C=C(N2)C2CCOCC2)OC